lithium 2-bromophenoxide BrC1=C([O-])C=CC=C1.[Li+]